CN1N=CC(=C1)C1=CC=2C(=NC=CC2)N1N1CCN(CC1)C(=O)OC1C(CC1)(F)F 2,2-difluorocyclobutyl 4-(2-(1-methyl-1H-pyrazol-4-yl)-1H-pyrrolo[2,3-b]pyridin-yl)piperazine-1-carboxylate